((1S,3R)-3-(3,5-difluoro-4-((1R,3R)-2-(2-fluoro-2-methylpropyl)-3-methyl-2,3,4,9-tetrahydro-1H-pyrido[3,4-b]indol-1-yl)phenoxy)cyclopentyl)carbamic acid tert-butyl ester C(C)(C)(C)OC(N[C@@H]1C[C@@H](CC1)OC1=CC(=C(C(=C1)F)[C@H]1N([C@@H](CC2=C1NC1=CC=CC=C21)C)CC(C)(C)F)F)=O